OCCOC1CC(NC(C1)(C)C)(C)C 4-hydroxyethyloxy-2,2,6,6-tetramethylpiperidine